4-(3-((2-((4-(4-ethylpiperazin-1-yl)-2-isopropylphenyl)amino)-5-(trifluoromethyl)pyrimidin-4-yl)amino)propyl)-1,4-oxazepan-3-one C(C)N1CCN(CC1)C1=CC(=C(C=C1)NC1=NC=C(C(=N1)NCCCN1C(COCCC1)=O)C(F)(F)F)C(C)C